OC=1C(=NC=C(C1)C=1C=NN(C1)C1=CC=CC=C1)C(=O)NCC1(CCCCC1)C(=O)O 1-((3-Hydroxy-5-(1-phenyl-1H-pyrazol-4-yl)pyridineamido)methyl)cyclohexane-1-carboxylic acid